(R)-1-benzyl-N-(tert-butyl)pyrrolidin-3-amine C(C1=CC=CC=C1)N1C[C@@H](CC1)NC(C)(C)C